2,2-difluoro-1-iodoethylene FC(=CI)F